OC(C#CC1=CC2=C(OC[C@@H](C(N2C)=O)NC(=O)C2=NC=C(C=C2)OC2=CC=CC=C2)C=C1)(C)C (S)-N-(7-(3-hydroxy-3-methylbut-1-yn-1-yl)-5-methyl-4-oxo-2,3,4,5-tetrahydrobenzo[b][1,4]oxazepin-3-yl)-5-phenoxypyridineamide